BrC=1C=2N(C=C(C1)OC)N=CC2Cl 4-bromo-3-chloro-6-methoxypyrazolo[1,5-a]pyridine